2-[4-(1,3-benzothiazol-2-ylmethyl)piperazin-1-yl]-N-ethylsulfonyl-4-isopropyl-benzamide S1C(=NC2=C1C=CC=C2)CN2CCN(CC2)C2=C(C(=O)NS(=O)(=O)CC)C=CC(=C2)C(C)C